CC1N(CCOC1)C=1C=C(C=2N(N1)C(=NC2C)C2=CC=NN2)C2CCOCC2 3-methyl-4-(5-methyl-7-(1H-pyrazol-5-yl)-4-(tetrahydro-2H-pyran-4-yl)imidazo[1,5-b]pyridazin-2-yl)morpholine